C1(CC1)C1=NC=CC(=C1)C1=NSC(=N1)C(=C)OCC 3-(2-cyclopropyl-4-pyridyl)-5-(1-ethoxyvinyl)-1,2,4-thiadiazole